N-(2-(3-(pyridin-3-yl)acrylamido)butyl)pyridinecarboxamide N1=CC(=CC=C1)C=CC(=O)NC(CNC(=O)C1=NC=CC=C1)CC